ClC1=CC(=NN1CC1=CC(C(=C(N1CC)C1=CC(=C(C=C1)Cl)Cl)C(=O)O)=O)C 6-[(5-chloro-3-methyl-pyrazol-1-yl)methyl]-2-(3,4-dichlorophenyl)-1-ethyl-4-oxo-pyridine-3-carboxylic acid